(pyridazin-3-yl)methoxy-2H,2''H-[1,2':4',1''-terpyridine] N1=NC(=CC=C1)COC1N(C=CC=C1)C1=NC=CC(=C1)N1CC=CC=C1